C(C=C)C=1C=C(C=CC1)C1CCC(CC1)OC[C@@H]1N(CC[C@@H]1N(CC1=CC=C(C=C1)OC)S(N(C)C)(=O)=O)C(=O)OC(C)(C)C tert-butyl (2R,3S)-2-(((4-(3-allylphenyl)cyclohexyl)oxy)methyl)-3-((N,N-dimethylsulfamoyl)(4-methoxybenzyl)amino)pyrrolidine-1-carboxylate